N-(diphenylmethyl)-1-pyrrolidineacetamide C1CCN(C1)CC(=O)NC(C2=CC=CC=C2)C3=CC=CC=C3